OCC1CCN(CC1)C=1N=CC(=NC1)C(=O)NC1CCC(CC1)OC1=CC(=C(C=C1)C#N)Cl 5-[4-(hydroxymethyl)piperidin-1-yl]-N-[(1r,4r)-4-(3-chloro-4-cyanophenoxy)cyclohexyl]pyrazine-2-carboxamide